C(C)(C)(C)OC(=O)NC1=C(C=2N(C=C1)N=CC2C(=O)OCC)F ethyl 5-((tert-butoxycarbonyl)amino)-4-fluoropyrazolo[1,5-a]pyridine-3-carboxylate